2-(4-((4-(ethoxymethyl)-4-phenethylpiperidin-1-yl)methyl)phenyl)-N-methylacetamide C(C)OCC1(CCN(CC1)CC1=CC=C(C=C1)CC(=O)NC)CCC1=CC=CC=C1